N1=CC=CC2=CC(=CC=C12)CN1N=NC=2C1=NC(=CN2)C=2C=NN(C2)CCO 2-(4-(1-(quinolin-6-ylmethyl)-1H-[1,2,3]triazolo[4,5-b]pyrazin-6-yl)-1H-pyrazol-1-yl)ethanol